COC(CCC1=C(C(=O)O)C=CC=C1)=O 2-(3-methoxy-3-oxo-propyl)benzoic acid